C(C)(=O)N[C@H](CC(C)C)C(=O)O.C[C@H]1CC[C@H](CN1)C(=O)OC methyl (3R,6S)-6-methylpiperidine-3-carboxylate acetyl-D-leucine salt